FC1=CC(=C(COS(=O)(=O)C)C(=C1)OC)OC methanesulfonic acid 4-fluoro-2,6-dimethoxybenzyl ester